COCCOC=1C=C(C(=CC1OCCOC)N)N 4,5-bis(2-methoxyethoxy)benzene-1,2-diamine